(S)-1-(3-(4-amino-3-(1-(3,5-dimethoxyphenyl)azetidin-3-yl)-1H-pyrazolo[3,4-d]pyrimidin-1-yl)pyrrolidin-1-yl)prop-2-en-1-one NC1=C2C(=NC=N1)N(N=C2C2CN(C2)C2=CC(=CC(=C2)OC)OC)[C@@H]2CN(CC2)C(C=C)=O